COC(C(CC=1C=C(C(=C2C=CNC12)F)Cl)NC(=O)OC(C)(C)C)=O.FC=1C=C(C=C2C=NN(C12)C(C)C)B1OC(C(O1)(C)C)(C)C 7-fluoro-1-isopropyl-5-(4,4,5,5-tetramethyl-1,3,2-dioxaborolan-2-yl)indazole methyl-2-((tert-butoxycarbonyl)amino)-3-(5-chloro-4-fluoro-1H-indol-7-yl)propanoate